O=C1NC(CCC1C1=C2C(NC(C2=CC=C1N1CC(C1)=O)=O)=O)=O (2,6-dioxopiperidin-3-yl)-5-(3-oxoazetidin-1-yl)isoindole-1,3-dione